ethyl 4-formyl-1-(3-methoxyphenyl)-2,5-dimethyl-1H-pyrrole-3-carboxylate C(=O)C=1C(=C(N(C1C)C1=CC(=CC=C1)OC)C)C(=O)OCC